6-[4-[(dimethylamino)methyl]phenyl]-8-methoxy-N-[(6-methylpyridazin-3-yl)methyl]quinazolin (4-aminophenoxy)-3-methoxyprop-2-yl-methacrylate NC1=CC=C(OC(=C(C(=O)O)C)C(C)COC)C=C1.CN(C)CC1=CC=C(C=C1)C=1C=C2C=NCN(C2=C(C1)OC)CC=1N=NC(=CC1)C